C(C)(C)C1=NOC(=N1)C1CCN(CC1)C=1SC2=NC(=CC=C2N1)C1=CC=C(C(=O)N(C)C)C=C1 4-(2-(4-(3-isopropyl-1,2,4-oxadiazol-5-yl)piperidin-1-yl)thiazolo[5,4-b]pyridin-5-yl)-N,N-dimethylbenzamid